N1(CCCC1)CCOC1=CC=C(C=C1)CO (4-(2-(pyrrolidin-1-yl)ethoxy)phenyl)methanol